C(C)(=O)N1CCC(CC1)NC1=CC=C2C3(CN(C(C2=C1)=O)CC(CN1CC2=CC=CC=C2C1)O)CC3 7'-((1-Acetylpiperidin-4-yl)amino)-2'-(2-hydroxy-3-(isoindolin-2-yl)propyl)-2',3'-dihydro-1'H-spiro[cyclopropane-1,4'-isoquinoline]-1'-one